5-(2-chloro-5-(isobutyrylaminomethyl)benzoylamino)-1-(3-methoxypropyl)-N-(4-(trifluoromethoxy)benzyl)-1H-indole-2-carboxamide ClC1=C(C(=O)NC=2C=C3C=C(N(C3=CC2)CCCOC)C(=O)NCC2=CC=C(C=C2)OC(F)(F)F)C=C(C=C1)CNC(C(C)C)=O